tert-butyl (3aS,6aS)-2,3,3a,4,6,6a-hexahydro-1H-pyrrolo[3,4-b]pyrrole-5-carboxylate N1[C@H]2[C@@H](CC1)CN(C2)C(=O)OC(C)(C)C